ethyl 4,6-dichloro-2,5-dimethyl-pyridine-3-carboxylate ClC1=C(C(=NC(=C1C)Cl)C)C(=O)OCC